[Cl-].ClCC[NH+](C)C 2-chloro-N,N-dimethylethan-1-aminium chloride